CC1CCN(CC1)C1=NC=C(C=N1)NC1C2CC3(CC(CC1C3)C2)C(=O)N 4-((2-(4-methylpiperidin-1-yl)pyrimidin-5-yl)amino)adamantane-1-carboxamide